1,6-dihydroxyanthraquinone OC1=CC=CC=2C(C3=CC(=CC=C3C(C12)=O)O)=O